3-(5-{[(5-chlorothiophen-2-yl)methyl](methyl)amino}-4-cyano-3-(3-oxopiperidin-4-yl)-1H-pyrazole-1-carbonyl)benzoic acid ClC1=CC=C(S1)CN(C1=C(C(=NN1C(=O)C=1C=C(C(=O)O)C=CC1)C1C(CNCC1)=O)C#N)C